bromo-1H-pyrrolo[2,3-B]pyridine-4-carboxylic acid methyl ester COC(=O)C=1C2=C(N=CC1)N(C=C2)Br